FC(OC=1C=CC(=NC1)C=1C=C2C(=C(C(N(C2=NC1)CCN1CCOCC1)=O)C(=O)NC1CC2(C1)CCC2)O)F 6-(5-(difluoromethoxy)pyridin-2-yl)-4-hydroxy-1-(2-morpholinoethyl)-2-oxo-N-(spiro[3.3]heptan-2-yl)-1,2-dihydro-1,8-naphthyridine-3-carboxamide